7-bromo-6-chloro-4-hydroxy-3-nitro-1,5-naphthyridin-2(1H)-one BrC1=C(N=C2C(=C(C(NC2=C1)=O)[N+](=O)[O-])O)Cl